ClC=1C=CC(=C(C1)C=1N=CN(C(C1)=O)[C@H]1CCC[C@H](C(NC=2C=NN(C2C=2C=CN=C1C2)C)=O)C)O (9R,13S)-13-[4-(5-chloro-2-hydroxyphenyl)-6-oxo-1,6-dihydropyrimidin-1-yl]-3,9-dimethyl-3,4,7,15-tetraazatricyclo[12.3.1.02,6]octadeca-1(18),2(6),4,14,16-pentaen-8-one